Cl.CN(C=1SC2=C(N1)SC(=N2)N2C(C=C(C=C2)C=2C=NNC2)=O)C2CCNCC2 1-{5-[Methyl(piperidin-4-yl)amino][1,3]thiazolo[5,4-d][1,3]thiazol-2-yl}-4-(1H-pyrazol-4-yl)pyridin-2(1H)-on Hydrochlorid